N-(cis-4-((5-(imidazo[1,2-a]pyrimidin-6-yl)-4-methoxypyrrolo[2,1-f][1,2,4]triazin-2-yl)amino)cyclohexyl)acetamide N=1C=CN2C1N=CC(=C2)C=2C=CN1N=C(N=C(C12)OC)N[C@H]1CC[C@H](CC1)NC(C)=O